N-(8-fluoro-2-methylimidazo[1,2-a]pyridin-6-yl)-6-(piperazin-1-yl)-8-(trifluoromethyl)isoquinolin-1-amine FC=1C=2N(C=C(C1)NC1=NC=CC3=CC(=CC(=C13)C(F)(F)F)N1CCNCC1)C=C(N2)C